1-(3-(isopropoxycarbonyl)phenyl)-3-methyl-5-oxo-4,5-dihydro-1H-pyrazole-4-carboxylate C(C)(C)OC(=O)C=1C=C(C=CC1)N1N=C(C(C1=O)C(=O)[O-])C